FC=1C(=CC=2C3=C(NC(C2C1)=O)COC[C@H]3N(C(C3=CC(=C(C(=C3)F)C(F)(F)F)F)=O)C)F (S)-N-(8,9-difluoro-6-oxo-1,4,5,6-tetrahydro-2H-pyrano[3,4-c]isoquinolin-1-yl)-3,5-difluoro-N-methyl-4-(trifluoromethyl)benzamide